(6-(6-(tert-Butyl)pyridin-2-yl)-2-azaspiro[3.3]heptan-2-yl)((1s,3s)-3-hydroxy-3-methylcyclobutyl)methanone C(C)(C)(C)C1=CC=CC(=N1)C1CC2(CN(C2)C(=O)C2CC(C2)(C)O)C1